OC(=O)C(F)(F)F.O=C1N(C=CC=C1CN1C(NC(CC1)=O)=O)CCN1CCC(CC1)OC1CCNCC1 1-((2-oxo-1-(2-(4-(piperidin-4-yloxy)piperidin-1-yl)ethyl)-1,2-dihydropyridin-3-yl)methyl)dihydropyrimidine-2,4(1H,3H)-dione TFA salt